3,4-Dimethoxycinnamic acid, amide COC=1C=C(C=CC(=O)N)C=CC1OC